NC1(CC1)C1CN(CC1)CC=1C=C(C(=O)NC2=CC=C(C=C2)S(=O)(=O)N2CCN(CC2)C2=NC(=CC(=C2)C(F)(F)F)Cl)C=CC1 3-[[3-(1-Aminocyclopropyl)pyrrolidin-1-yl]methyl]-N-[4-[4-[6-chloro-4-(trifluoromethyl)-2-pyridyl]piperazin-1-yl]sulfonylphenyl]benzamide